ClC1=CC=C(C=C1)C1=C(CCC(C1)(C)C)CN1CCN(CC1)C1=CC(=C(C(=O)NS(=O)(=O)C2=CC(=C(C=C2)NCC2=CC(=CC=C2)OC)[N+](=O)[O-])C=C1)OC=1C=C2C(=NC1)NC=C2 4-(4-{[2-(4-chlorophenyl)-4,4-dimethylcyclohex-1-en-1-yl]methyl}piperazin-1-yl)-N-({4-[(3-methoxybenzyl)amino]-3-nitrophenyl}sulfonyl)-2-(1H-pyrrolo[2,3-b]pyridin-5-yloxy)benzamide